COC1=C(CN(S(=O)(=O)C2=C(C=CC=C2)F)C2=NC=NS2)C=CC(=C1)OC N-(2,4-dimethoxybenzyl)-2-fluoro-N-(1,2,4-thiadiazol-5-yl)benzenesulfonamide